FC=1C=C2C(C(NC2=CC1)=O)=CC1=C(C(=CN1)NC(CN1CCN(CC1)C1(CCCCO1)C(=O)N)=O)C 6-(4-(2-((5-((5-fluoro-2-oxoindol-3-ylidene)methyl)-4-methyl-1H-pyrrol-3-yl)amino)-2-oxoethyl)piperazin-1-yl)-6-oxanamide